ortho-methylpyridinyl disulfide CC1=NC=CC=C1SSC=1C(=NC=CC1)C